ClC=1C(=C2C(N(CN(C2=CC1)C1=C(C=C(C=C1)F)C)C=1C=CC(=NC1)C(=O)N)=O)F 5-(6-chloro-5-fluoro-1-(4-fluoro-2-methylphenyl)-4-oxo-1,4-dihydro-quinazolin-3(2H)-yl)pyridine-2-carboxamide